F[C@]1(C[C@@H](N(CC1)C(=O)OC(C)(C)C)C)C1=NN=CN1C tert-Butyl (2S,4R)-4-fluoro-2-methyl-4-(4-methyl-4H-1,2,4-triazol-3-yl)piperidine-1-carboxylate